3-[(2-fluoro-4-methylsulfonyl-phenyl)methoxy]azetidine FC1=C(C=CC(=C1)S(=O)(=O)C)COC1CNC1